2-Phenyl-4-(2-naphthyl)-5-methylimidazole C1(=CC=CC=C1)C=1NC(=C(N1)C1=CC2=CC=CC=C2C=C1)C